[C@@H]12CN(C[C@@H](N1)C2)C2=NC(=NC1=C(C(=CC=C21)C2=CC(=CC1=CC=CC=C21)O)F)OC[C@]21CCCN1C[C@@H](C2)F 4-(4-((1R,5S)-3,6-diazabicyclo[3.1.1]heptan-3-yl)-8-fluoro-2-(((2R,7aS)-2-fluorotetrahydro-1H-pyrrolizin-7a(5H)-yl)methoxy)quinazolin-7-yl)naphthalen-2-ol